Cl.N[C@](C(=O)N1CCN(CC1)C(=O)NC1=NC(N(C=C1)C1=CC=C(C=C1)CN[C@@H]1CC[C@H](CC1)N)=O)(CO)C 4-((S)-2-Amino-3-hydroxy-2-methylpropanoyl)-N-(1-(4-(((trans-4-aminocyclohexyl)amino)methyl)phenyl)-2-oxo-1,2-dihydropyrimidin-4-yl)piperazine-1-carboxamide hydrochloride salt